1-benzyl 29-methyl (S)-15-(4-((tert-butoxycarbonyl)amino)butyl)-14,17-dioxo-4,7,10,20,23,26-hexaoxa-13,16-diazanonacosanedioate C(C)(C)(C)OC(=O)NCCCC[C@@H](C(NCCOCCOCCOCCC(=O)OCC1=CC=CC=C1)=O)NC(CCOCCOCCOCCC(=O)OC)=O